(S)-3-(1-(3-fluoropropyl)pyrrolidin-3-yl)-1-methyl-1H-pyrazol-5-amine FCCCN1C[C@H](CC1)C1=NN(C(=C1)N)C